Tetracosa-9,12-dienoic acid C(CCCCCCCC=CCC=CCCCCCCCCCCC)(=O)O